2-(piperidin-4-yl)-2,7-diazaspiro[4.5]decane-6,8-dione N1CCC(CC1)N1CC2(CC1)C(NC(CC2)=O)=O